C(C=C)(=O)N1[C@@H](C[C@H](CC1)N1C=NC=2C(=NC=3C(=C(C(=CC3C21)Cl)Br)F)N2CC(C2)N(C)C)CC#N 2-((2S,4S)-1-acryloyl-4-(7-bromo-8-chloro-4-(3-(dimethylamino)azetidin-1-yl)-6-fluoro-1H-imidazo[4,5-c]quinolin-1-yl)piperidin-2-yl)acetonitrile